C(C)(=O)OC1=CC=C2C(C=C(OC2=C1OC(C)=O)C1=CC=CC=C1)=O (4-oxo-2-phenyl-4H-chromen-7,8-diyl) diacetate